((3,5-dimethoxyphenyl)ethynyl)-1-((2-(trimethylsilyl)ethoxy)methyl)-1H-pyrazole-4-carboxamide-2-d COC=1C=C(C=C(C1)OC)C#CC1N(N(C=C1C(=O)N)COCC[Si](C)(C)C)[2H]